NC1=NC=2N(C=C1C=1C=NN(C1)CC1CC(C1)OC1CCN(CC1)C(=O)OC(C)(C)C)C=C(N2)C2=C(C=CC=C2)O tert-butyl 4-[3-[[4-[7-amino-2-(2-hydroxyphenyl)imidazo[1,2-a]pyrimidin-6-yl]pyrazol-1-yl]methyl]cyclobutoxy]piperidine-1-carboxylate